triethylsilyl-2-chloropropionate C(C)[Si](CC)(CC)OC(C(C)Cl)=O